S(N)(=O)(=O)C1=CC=C(C=C1)SC1=C(N=NN1)C(=O)O 5-((4-sulfamoylphenyl)thio)-1H-1,2,3-triazole-4-carboxylic acid